C(C1=CC=CC=C1)OC(=O)NC1CCN(CC1)C(=O)N1CC(CC1)N(C(OC(C)(C)C)=O)C tert-butyl N-[1-[4-(benzyloxycarbonylamino) piperidine-1-carbonyl] pyrrolidin-3-yl]-N-methyl-carbamate